(S)-ethyl 2-(1-(tert-butoxycarbonyl) pyrrolidin-2-yl)-4-(4-((5-methylpyridin-2-yl) carbamoyl) phenyl)-1H-imidazole-5-carboxylate C(C)(C)(C)OC(=O)N1[C@@H](CCC1)C=1NC(=C(N1)C1=CC=C(C=C1)C(NC1=NC=C(C=C1)C)=O)C(=O)OCC